Cl.N[C@H](C(=O)N1[C@@H]([C@H]2C([C@H]2C1)(C)C)C(=O)O)C1CC1 (1R,2S,5S)-3-((S)-2-amino-2-cyclopropylacetyl)-6,6-dimethyl-3-azabicyclo[3.1.0]hexane-2-carboxylic acid hydrochloride